C[N+](C(C)C)(C(C)C)C Dimethyldiisopropylammonium